BrC1=C(C(=CC2=C1C[C@](O2)(C2=CC=CC=C2)C(CC=C)N)F)Cl ((S)-4-bromo-5-chloro-6-fluoro-2-phenyl-2,3-dihydrobenzofuran-2-yl)but-3-en-1-amine